1-vinyl-1-methyl-2-(1-methylvinyl)-4-(1-methylethylidene)cyclohexane 3,8-diazabicyclo[3.2.1]octane-8-Carboxylate C12CNCC(CC1)N2C(=O)O.C(=C)C2(C(CC(CC2)=C(C)C)C(=C)C)C